BrCCCOC1=C2C(N(C(C2=CC=C1)=O)C1C(NC(CC1)=O)=O)=O 4-(3-bromopropyloxy)-2-(2,6-dioxopiperidin-3-yl)isoindoline-1,3-dione